(S)-2-(1-(5-chloro-3-oxo-2,3-dihydropyridazin-4-yl)cyclopropane-1-carboxamido)-4-(((S)-3-fluoro-2-methoxypropyl)(4-(5,6,7,8-tetrahydro-1,8-naphthyridin-2-yl)butyl)amino)butanoic acid ClC1=C(C(NN=C1)=O)C1(CC1)C(=O)N[C@H](C(=O)O)CCN(CCCCC1=NC=2NCCCC2C=C1)C[C@@H](CF)OC